P(=O)(OC(C1=CC=C(C=C1)C)C1=CC=C(C=C1)C)([O-])[O-] di-p-tolylmethyl phosphate